2-ethyl-9-(n-pentyloxy)anthracene C(C)C1=CC2=C(C3=CC=CC=C3C=C2C=C1)OCCCCC